OC1=NC=CC(=C1)B1OC(C)(C)C(C)(C)O1 2-Hydroxypyridine-4-boronic acid pinacol ester